C(C)(C)[C@H]1CC[C@H](CC1)N1CCC(CC1)N1C(=C(C2=CC=CC=C12)CN1CCCC1)CNC(C)=O N-((1-(1-(cis-4-isopropylcyclohexyl)piperidin-4-yl)-3-(pyrrolidin-1-ylmethyl)-1H-indol-2-yl)methyl)acetamide